(S)-N-(3-chloro-4-fluorophenyl)-1-(6-methyl-4-(trifluoromethyl)pyridin-2-yl)-N-(3-((S)-2-methylpyrrolidin-1-yl)propyl)pyrrolidine-2-carboxamide ClC=1C=C(C=CC1F)N(C(=O)[C@H]1N(CCC1)C1=NC(=CC(=C1)C(F)(F)F)C)CCCN1[C@H](CCC1)C